3-([1,2,4]triazolo[4,3-a]pyridin-7-yl)prop-2-yn-1-ol N=1N=CN2C1C=C(C=C2)C#CCO